3-(6-bromo-7-fluoro-1H-indazol-1-yl)piperidine-2,6-dione BrC1=CC=C2C=NN(C2=C1F)C1C(NC(CC1)=O)=O